1-isothiocyanato-3,5-dimethoxybenzene N(=C=S)C1=CC(=CC(=C1)OC)OC